NC=1C=C2C(=C(C(=NC2=CC1OCC)CC)C#N)NC1=CC(=C(C=C1)OCC1=NC=CC=C1)Cl 6-amino-4-((3-chloro-4-(pyridin-2-ylmethoxy)phenyl)amino)-7-ethoxy-2-ethylquinoline-3-carbonitrile